tert-Butyl 6-(2-methyl-4-(trifluoromethyl)benzylidene)-2-azaspiro[3.4]octane-2-carboxylate CC1=C(C=C2CC3(CN(C3)C(=O)OC(C)(C)C)CC2)C=CC(=C1)C(F)(F)F